4-chloro-6-fluoro-1-(tetrahydro-2H-pyran-2-yl)-5-(1-(4,4,5,5-tetramethyl-1,3,2-dioxaborolan-2-yl)cyclopropyl)-1H-indazole ClC1=C2C=NN(C2=CC(=C1C1(CC1)B1OC(C(O1)(C)C)(C)C)F)C1OCCCC1